OCCN(CCCN(CC(=O)[O-])CC(=O)OCCCCCCCCCCCCCCCCCCCCC)CC(OCCCCCCCCCCC)=C=O heneicosyl 2,2'-((3-((2-hydroxyethyl)(2-carbonyl-2-(undecanyloxy)ethyl)amino)propyl)azanediyl)diacetate